FC1=NC=C(C(=C1)C)B(O)O 2-FLUORO-4-METHYLPYRIDINE-5-BORONIC ACID